C(C)(C)C1=NN(C=2C=NN(C(C21)=O)CC(=O)N[C@@H](C)C2=CC=C(C=C2)OC)C (S)-2-(3-Isopropyl-1-methyl-4-oxo-1,4-dihydro-5H-pyrazolo[3,4-d]pyridazin-5-yl)-N-(1-(4-methoxyphenyl)ethyl)acetamid